5-fluoro-2-[(3S,4S,5R)-4-fluoro-3,5-dimethyl-1-piperidyl]-6-[(1-methyl-2-oxo-3H-benzimidazol-5-yl)amino]pyridine-3-carbonitrile FC=1C=C(C(=NC1NC1=CC2=C(N(C(N2)=O)C)C=C1)N1C[C@@H](C([C@@H](C1)C)F)C)C#N